C(=O)(OC(C)(C)C)NC(N)=S N'-Boc-thiourea